((2S,3R,6R)-3-(((3-Fluoro-5-(trifluoromethyl)pyridin-2-yl)amino)methyl)-2,6-dimethylmorpholino)(6-methyl-3-(pyrimidin-2-yl)pyrazin-2-yl)methanone FC=1C(=NC=C(C1)C(F)(F)F)NC[C@@H]1[C@@H](O[C@@H](CN1C(=O)C1=NC(=CN=C1C1=NC=CC=N1)C)C)C